[2-[1-(cyclopropylmethyl)-6-(oxetan-3-yloxy)pyrrolo[2,3-b]pyridin-2-yl]-5-methoxy-3-methylimidazo[1,2-a]pyridin-7-yl]methanone C1(CC1)CN1C(=CC=2C1=NC(=CC2)OC2COC2)C=2N=C1N(C(=CC(=C1)C=O)OC)C2C